C(C1=CC=CC=C1)OC=1C=C2CCC(=C(C2=CC1)C1=CC(=C(C=C1)N1CCC(CC1)C(OC)OC)F)C1=CC=CC=C1 1-(4-(6-(benzyloxy)-2-phenyl-3,4-dihydronaphthalen-1-yl)-2-fluorophenyl)-4-(dimethoxymethyl)piperidine